(S)-4-(4-pyridyl)-beta-homoalanine N1=CC=C(C=C1)C[C@H](N)CC(=O)O